CN(S(=O)(=O)N[C@@H]1[C@@H](N(CC1(F)F)C(=O)N(C)C)CC=1C(=C(C=CC1)C1=CC=CC=C1)F)C (2S,3R)-3-[(dimethylsulfamoyl)amino]-4,4-difluoro-2-[(2-fluoro[1,1'-biphenyl]-3-yl)methyl]-N,N-dimethylpyrrolidine-1-carboxamide